CC=1C=C(C=CC1)C1=CC(=C(C=C1)O)C(C)C 4-(3-methylphenyl)isopropylphenol